C(C1=CC=CC=C1)OC1=C2C(=CN(C2=CC=C1)C(=O)OCC(C)C)CCN(C)C isobutyl 4-(benzyloxy)-3-(2-(dimethylamino)ethyl)-1H-indole-1-carboxylate